propoxy sulfate S(=O)(=O)(OOCCC)[O-]